FC=1C=C(C=CC1)C=1N=NN(C1)[C@@H]1[C@H]([C@@H](O[C@@H]([C@@H]1O)CO)NS(=O)(=O)C1=CC=CC=C1)O N-((2R,3R,4S,5R,6R)-4-(4-(3-fluorophenyl)-1H-1,2,3-triazol-1-yl)-3,5-dihydroxy-6-(hydroxymethyl)tetrahydro-2H-pyran-2-yl)benzenesulfonamide